ClC1=CC=C(C=C1)C1=CC(OC2=CC=CC=C12)C1=CC=CC=C1 4-(p-chlorophenyl)-2-phenyl-2H-chromene